(2-(ethoxycarbonyl)-7-methylquinoxalin-5-yl)boronic acid C(C)OC(=O)C1=NC2=CC(=CC(=C2N=C1)B(O)O)C